C(CC)OC(C(C1=CC=CC=C1)OCCC)C1=CC=CC=C1 1,2-dipropoxy-1,2-diphenylethane